1-methyl sebacate C(CCCCCCCCC(=O)[O-])(=O)OC